C[C@H]1N([C@H]([C@]2(C1)NC(COC2)=O)CC=2C(=C(C=CC2)C2=CC(=CC(=C2)F)F)F)C(=O)OCC(F)F 2,2-difluoroethyl (1S,3R,5S)-3-methyl-7-oxo-1-({2,3',5'-trifluoro-[1,1'-biphenyl]-3-yl}methyl)-9-oxa-2,6-diazaspiro[4.5]decane-2-carboxylate